4-(2-(2-Aminopyridin-3-yl)-5-cyclobutyl-3H-imidazo[4,5-b]pyridin-3-yl)benzyl acetate C(C)(=O)OCC1=CC=C(C=C1)N1C(=NC=2C1=NC(=CC2)C2CCC2)C=2C(=NC=CC2)N